β-L-xylofuranose O[C@@H]1[C@@H](O)[C@H](O)[C@@H](O1)CO